3-phenoxy-4-nitrobenzoic acid O(C1=CC=CC=C1)C=1C=C(C(=O)O)C=CC1[N+](=O)[O-]